NCSCC 3-thiaazapentan